CC1=C(C=CC=C1NC(C1=NC=C(C(=C1)OC)CNCCS(=O)C)=O)C1=C(C(=CC=C1)NC(C1=NC=C(C(=C1)OC)CNCCS(=O)C)=O)C N,N'-(2,2'-dimethyl-[1,1'-biphenyl]-3,3'-diyl)bis(4-methoxy-5-(((2-(methylsulfinyl)ethyl)amino)methyl)picolinamide)